BrC=1C=C(COC=2C(=CN(NC2)C(C)(C)C)Cl)C=C(C1OCCCF)OC 5-((3-bromo-4-(3-fluoropropoxy)-5-methoxybenzyl)oxy)-2-(tert-butyl)-4-chloropyridazin